ClC1=CC=C(N=N1)N1CC[C@H]2[C@@H]1CNCC2 |r| rac-(3aS,7aR)-1-(6-chloropyridazin-3-yl)-2,3,3a,4,5,6,7,7a-octahydropyrrolo[2,3-c]pyridine